tert-butyl N-[(3R)-5-[(4-chlorophenyl)methyl]-8-fluoro-1,1,4-trioxo-7-[5-(2,2,2-trifluoroethylamino)-1,3,4-oxadiazol-2-yl]-2,3-dihydro-1λ6,5-benzothiazepin-3-yl]carbamate ClC1=CC=C(C=C1)CN1C([C@H](CS(C2=C1C=C(C(=C2)F)C=2OC(=NN2)NCC(F)(F)F)(=O)=O)NC(OC(C)(C)C)=O)=O